7-(2-nitropropyl)quinolin-2(1H)-one [N+](=O)([O-])C(CC1=CC=C2C=CC(NC2=C1)=O)C